COC1=NC=C(C(=N1)OC)C1=CC(=C(C=N1)C(=C)OCC)[C@@H]1[C@H](C1)C(C)C 6-(2,4-Dimethoxypyrimidin-5-yl)-3-(1-ethoxyvinyl)-4-((1S,2R)-2-isopropylcyclopropyl)pyridin